(S)-tert-Butyl 2-hydroxy-1-(3-(phenylethynyl)phenyl)ethylcarbamate OC[C@H](C1=CC(=CC=C1)C#CC1=CC=CC=C1)NC(OC(C)(C)C)=O